O=C1NC(CCC1N1C(C2=CC=CC(=C2C1=O)OCCOCCOCCOCCNC(CCC=1C=CC=2C3=C(NC2C1)C=CN=C3)=O)=O)=O N-(2-{2-[2-(2-{[2-(2,6-dioxopiperidin-3-yl)-1,3-dioxo-2,3-dihydro-1H-isoindol-4-yl]oxy}ethoxy)ethoxy]ethoxy}ethyl)-3-{5H-pyrido[4,3-b]indol-7-yl}propanamide